N-(2-(difluoromethoxy)-5-(4-methylpiperazin-1-yl)pyridin-3-yl)-1,1-diphenylmethanimine FC(OC1=NC=C(C=C1N=C(C1=CC=CC=C1)C1=CC=CC=C1)N1CCN(CC1)C)F